(3aR,5s,6aS)-2-(1-(4-methyltetrahydro-2H-pyran-4-yl)ethyl-1-d)-N-(6-(2,3,5-trifluorophenyl)pyridazin-3-yl)octahydrocyclopenta[c]pyrrol-5-amine CC1(CCOCC1)C(C)([2H])N1C[C@@H]2[C@H](C1)CC(C2)NC=2N=NC(=CC2)C2=C(C(=CC(=C2)F)F)F